COC=1C=C(C(=O)O)C=CC1.NC[C@]1([C@H]([C@@H](N([C@H]1CC(C)(C)C)CC)C(=O)N)C1=CC(=CC=C1)Cl)C1=C(C=C(C=C1)Cl)F ((2R,3R,4S,5S)-4-(aminomethyl)-4-(4-chloro-2-fluorophenyl)-3-(3-chlorophenyl)-1-ethyl-5-neopentylpyrrolidine-2-carboxamide) 3-methoxybenzoate